CN(C(=O)C=1C=C(C=CC1)N1N=C(C=2CCCC(C12)OC1=CC=C(C(=O)O)C=C1)C(F)(F)F)C=1C=NC=C(C1)OC(F)(F)F 4-[[1-[3-[methyl-[5-(trifluoromethoxy)-3-pyridyl]carbamoyl]phenyl]-3-(trifluoromethyl)-4,5,6,7-tetrahydroindazol-7-yl]oxy]benzoic acid